6-chloro-N-[5-(3,3-difluoropropyl)-4-methoxy-pyrimidin-2-yl]-1H-indole-3-sulfonamide ClC1=CC=C2C(=CNC2=C1)S(=O)(=O)NC1=NC=C(C(=N1)OC)CCC(F)F